OC[C@H]1OC2(CCCC2)[C@@H]([C@H]([C@H]1O)N1N=NC(=C1)C1=CC(=C(C(=C1)F)F)F)O (7r,8r,9s,10r)-7-(hydroxymethyl)-9-(4-(3,4,5-trifluorophenyl)-1H-1,2,3-triazol-1-yl)-6-oxaspiro[4.5]decan-8,10-diol